2-(naphthalene-2-yl)-6,7-dihydrooxazolo[5,4-D]pyrrolo[1,2-a]pyrimidin-9(5H)-one C1=C(C=CC2=CC=CC=C12)C=1OC=2N=C3N(C(C2N1)=O)CCC3